NC1=NC=CC=C1C1=NC=2C(=NC(=CC2)C2CCCC2)N1C=1C=CC(=NC1)NC(=O)C1CCC(CC1)C(=O)O (1r,4r)-4-((5-(2-(2-aminopyridin-3-yl)-5-cyclopentyl-3H-imidazo[4,5-b]pyridin-3-yl)pyridin-2-yl)carbamoyl)cyclohexane-1-carboxylic acid